2-(Allyl-6-methoxypyridin-3-yl)-1-(2-(allyloxy)-4-fluorophenyl)-7-(trifluoro-methyl)-2,3-dihydroquinazolin-4(1H)-one C(C=C)C1=NC(=CC=C1C1N(C2=CC(=CC=C2C(N1)=O)C(F)(F)F)C1=C(C=C(C=C1)F)OCC=C)OC